C(C)C(C#CC1=NC(=NC(=N1)N[C@@H](C(F)(F)F)C)N[C@@H](C(F)(F)F)C)(CC)F 6-(3-ethyl-3-fluoropent-1-yn-1-yl)-N2,N4-bis((R)-1,1,1-trifluoroprop-2-yl)-1,3,5-triazine-2,4-diamine